(1RS,2SR)-2-nonylcyclopropane-1-carboxylic acid C(CCCCCCCC)[C@@H]1[C@@H](C1)C(=O)O |r|